(R)-N4-(2-(1H-imidazol-2-yl)propan-2-yl)-2-methyl-N1-(1-(2-(1-methyl-1H-pyrazol-4-yl)quinolin-4-yl)ethyl)terephthalamide N1C(=NC=C1)C(C)(C)NC(C1=CC(=C(C(=O)N[C@H](C)C2=CC(=NC3=CC=CC=C23)C=2C=NN(C2)C)C=C1)C)=O